5-((tert-butoxycarbonyl)(methyl)amino)-5,8-dihydro-6H-pyrano[3,4-b]pyridine 1-oxide C(C)(C)(C)OC(=O)N(C1COCC2=[N+](C=CC=C21)[O-])C